C1=NC=C(C2=CC=CC=C12)NC(C1=C(C=CC(=C1)OC)[N+](=O)[O-])=O N-(isoquinolin-4-yl)-5-methoxy-2-nitrobenzamide